methyl 3-(1-methylcyclopropyl)-3-oxopropionate CC1(CC1)C(CC(=O)OC)=O